5-amino-2-chloro-6-cyclopropylpyrimidine-4-carboxylic acid methyl ester COC(=O)C1=NC(=NC(=C1N)C1CC1)Cl